CC(CCCCCCCCCC)CC(CC(CCCCCCCCCCCCCC)C)C 11,13,15-Trimethylnonacosane